BrC1=C(C(=O)NNC(NC)=S)C=C(C=C1)Cl 2-(2-Bromo-5-chlorobenzoyl)-N-methylhydrazine-1-carbothioamide